(Racemic)-2-(2-(6-((3S,5R)-4-hydroxy-3,5-dimethylpiperidin-1-yl)pyridin-2-yl)-1,6-naphthyridin-7-yl)-N-(4-methyl-3-(methylsulfonyl)phenyl)acetamide OC1[C@H](CN(C[C@H]1C)C1=CC=CC(=N1)C1=NC2=CC(=NC=C2C=C1)CC(=O)NC1=CC(=C(C=C1)C)S(=O)(=O)C)C